CC1=NN2C(C3=CC(=CC=C3C(=C2C(=O)OC2=CC=C(C(=C2C(C)(C)C)C(C)(C)C)C)OCC2=CC=CC=C2)OC2=CC(=CC=C2)OC)=N1 di-tert-butyl-para-cresol methyl-6-(benzyloxy)-9-(3-methoxyphenoxy)-[1,2,4]triazolo[5,1-a]isoquinoline-5-carboxylate